(9H-fluoren-9-yl)methyl (3S,5S)-5-((R)-1,2,3,4-tetrahydronaphthalen-1-ylcarbamoyl)pyrrolidin-3-ylcarbamate TFA salt OC(=O)C(F)(F)F.[C@H]1(CCCC2=CC=CC=C12)NC(=O)[C@@H]1C[C@@H](CN1)NC(OCC1C2=CC=CC=C2C=2C=CC=CC12)=O